17α-methyl-17β-hydroxy-2-oxa-5α-androstan-3-one C[C@]12CC[C@H]3[C@H]([C@@H]1CC[C@]2(C)O)CC[C@@H]4[C@@]3(COC(=O)C4)C